NC1=NC=2C=CC(=CC2C2=C1C=NN2C)C(=O)N(N(C)C(=O)C2CC2)CC2=NC=C(C=C2)C(F)(F)F 4-amino-N'-(cyclopropanecarbonyl)-N',1-dimethyl-N-[[5-(trifluoromethyl)-2-pyridyl]methyl]pyrazolo[4,3-c]quinoline-8-carbohydrazide